FC1=C(C(=CC=C1)OC)C1=C2C=NC(C2=CC=C1C#N)=O 4-(2-fluoro-6-methoxyphenyl)-1-oxoisoindole-5-carbonitrile